4-hydroxy-2-oxo-1,2-dihydroquinoline-3-carboxylic acid methyl ester COC(=O)C=1C(NC2=CC=CC=C2C1O)=O